ClC=1N=NN(C1COC1=CC=C(N=N1)N1CCNCC1)C1=CC=C(C=C1)F 4-(6-((4-chloro-1-(4-fluorophenyl)-1H-1,2,3-triazol-5-yl)methoxy)pyridazin-3-yl)piperazine